FC1=C(C(=O)O)C(=CC=C1F)O 2,3-difluoro-6-hydroxybenzoic acid